O1C(OCC1)C=1C(=NC(=C(C1)C)C)CC(C(C)C)N 1-(3-(1,3-Dioxolan-2-yl)-5,6-dimethylpyridin-2-yl)-3-methylbutan-2-amine